benzyl (1S,4S,5R)-5-[[3-(2-chloro-6-methylphenyl)-5-(1-fluorocyclopropyl)-1,2-oxazol-4-yl]methoxy]-2-azabicyclo[2.2.1]heptane-2-carboxylate ClC1=C(C(=CC=C1)C)C1=NOC(=C1CO[C@H]1[C@@H]2CN([C@H](C1)C2)C(=O)OCC2=CC=CC=C2)C2(CC2)F